Triisopropyl((2-(trifluoromethoxy)-3,4-dihydronaphthalen-1-yl)oxy)silane C(C)(C)[Si](OC1=C(CCC2=CC=CC=C12)OC(F)(F)F)(C(C)C)C(C)C